1-(6-amino-3-methyl-2-(trifluoromethyl)pyridin-4-yl)ethan NC1=CC(=C(C(=N1)C(F)(F)F)C)CC